FC1=CC=C(C=C1)C#CC=1C=CC(=C(C1)NC(=O)C1=CNC(C=C1C(F)(F)F)=O)N1C[C@@H](N([C@H](C1)C)C)C N-(5-((4-fluorophenyl)ethynyl)-2-((3S,5S)-3,4,5-trimethylpiperazin-1-yl)phenyl)-6-oxo-4-(trifluoromethyl)-1,6-dihydropyridine-3-carboxamide